C(C)(C)(C)OC(NC=1C=NN2C1N=CC(=C2)C(F)F)=O (6-(difluoromethyl)pyrazolo[1,5-a]pyrimidin-3-yl)carbamic acid tert-butyl ester